C1(CCC1)N1C(=C(C2=CC=C(C=C12)F)F)NC(CC(C)(C)C)=O N-(1-cyclobutyl-3,6-difluoro-1H-indol-2-yl)-3,3-dimethylbutyramide